potassium benzyl-sulfonamide C(C1=CC=CC=C1)S(=O)(=O)N.[K]